[F].[Mg].[Na] sodium-magnesium fluorine